N1CC(C1)CNC(=O)C1CCN(CC1)C(C1=C(C=C(C=C1)NC(=O)C=1N(C(=CN1)C1=C(C(=C(C=C1)OC(F)F)F)F)C)Cl)=O N-(azetidin-3-ylmethyl)-1-[2-chloro-4-[[5-[4-(difluoromethoxy)-2,3-difluoro-phenyl]-1-methyl-imidazole-2-carbonyl]amino]benzoyl]piperidine-4-carboxamide